COC1=NC=CC=C1S(=O)(=O)Cl 2-methoxypyridine-3-sulfonyl chloride